Methyl (2E)-3-{[(CIS)-4-phenylcyclohexyl]oxy}prop-2-enoate C1(=CC=CC=C1)[C@H]1CC[C@H](CC1)O/C=C/C(=O)OC